4-((R)-3-Methylmorpholino)-1-(1H-pyrazol-3-yl)-1H-pyrazolo[3,4-b]pyridine C[C@@H]1COCCN1C1=C2C(=NC=C1)N(N=C2)C2=NNC=C2